C1(CC1)[C@]1(C(N(C[C@H]1C)C=1C=2N(C=C(N1)C=1C=NN(C1)C=1C=NC=CC1)N=CC2)=O)C#N (3R,4S)-3-cyclopropyl-4-methyl-2-oxo-1-(6-(1-(pyridin-3-yl)-1H-pyrazol-4-yl)pyrazolo[1,5-a]pyrazin-4-yl)pyrrolidine-3-carbonitrile